C(C1=CC=CC=C1)(=O)NC1=C2N=CN(C2=NC=N1)[C@@H]1O[C@@H]([C@H](C1)O[Si](C)(C)C(C)(C)C)CO[Si](C)(C)C(C)(C)C 6-(N-benzoylamino)-9-{(2R,4S,5R)-4-(tert-butyldimethylsilyloxy)-5-[(tert-butyldimethylsilyloxy)methyl]tetrahydrofuran-2-yl}-9H-purine